O1C(=C(C=C1)C(=O)O)C(=O)O.C(CCCC)(N)N pentanediamine furandicarboxylic acid salt